(Z)-3-(2-(1,3-Dithian-2-yl)-2-oxo-1-PHENYLETHYLIDENE)-1-methylindolin-2-one S1C(SCCC1)C(\C(\C1=CC=CC=C1)=C\1/C(N(C2=CC=CC=C12)C)=O)=O